tert-butyl (S)-2-((((9H-fluoren-9-yl)methoxy)carbonyl)amino)-3-(2-cyano-1H-indol-5-yl)propanoate C1=CC=CC=2C3=CC=CC=C3C(C12)COC(=O)N[C@H](C(=O)OC(C)(C)C)CC=1C=C2C=C(NC2=CC1)C#N